FC1=CC=C(C=C1)N1N=CC2=C1C[C@@H]1CCN(C[C@]1(C2)C(=O)C2=NC=CC=C2)S(=O)(=O)C2=NN(N=C2)C(C)C ((4aR,8aS)-1-(4-Fluorophenyl)-6-((2-isopropyl-2H-1,2,3-triazol-4-yl)sulfonyl)-4,4a,5,6,7,8,8a,9-octahydro-1H-pyrazolo[3,4-g]isochinolin-4a-yl)(pyridin-2-yl)methanon